8-(2,2-Dimethylpropyl)-2-({(1S)-1-[4-(2-fluoropyridin-4-yl)phenyl]ethyl}amino)pyrido[2,3-d]pyrimidin-7(8H)-on CC(CN1C(C=CC2=C1N=C(N=C2)N[C@@H](C)C2=CC=C(C=C2)C2=CC(=NC=C2)F)=O)(C)C